(3S,4R)-4-((5-fluoro-4-(7-fluoro-3-(2-hydroxypropan-2-yl)-4-isopropylquinolin-6-yl)pyrimidin-2-yl)amino)tetrahydro-2H-pyran-3-ol FC=1C(=NC(=NC1)N[C@H]1[C@@H](COCC1)O)C=1C=C2C(=C(C=NC2=CC1F)C(C)(C)O)C(C)C